2-({2-[2-amino-4-(4-aminopiperidin-1-yl)-5-(3-fluoro-5-methylphenyl)pyridin-3-yl]-4-fluoro-1H-1,3-benzodiazol-6-yl}oxy)acetonitrile NC1=NC=C(C(=C1C1=NC2=C(N1)C=C(C=C2F)OCC#N)N2CCC(CC2)N)C2=CC(=CC(=C2)C)F